Methyl ((S)-2-((2S,4R)-2-(((S)-1-(cyclopropylamino)-6,6-difluoro-1,2-dioxoheptan-3-yl)carbamoyl)-4-(trifluoromethyl)pyrrolidin-1-yl)-1-(4,4-difluorocyclohexyl)-2-oxoethyl)carbamate C1(CC1)NC(C([C@H](CCC(C)(F)F)NC(=O)[C@H]1N(C[C@@H](C1)C(F)(F)F)C([C@H](C1CCC(CC1)(F)F)NC(OC)=O)=O)=O)=O